C1(=CC=C2C=C3C=CC=C3C=C12)C1=CC=C2C=C3C=CC=C3C=C12.[Li].[Li] dilithium bis-indacene